3,3-difluorocyclobutan-1-carboxylic acid FC1(CC(C1)C(=O)O)F